[Si](C)(C)(C(C)(C)C)O[C@H]1[C@](C[C@H]2[C@H]1OC(OC(OC2)(C(C)C)C(C)C)(C(C)C)C(C)C)(CO)N2C(NC(C=C2)=O)=O 1-((6aR,8S,9S,9aR)-9-((tert-Butyldimethylsilyl)oxy)-8-(hydroxymethyl)-2,2,4,4-tetraisopropylhexahydrocyclopenta[f][1,3,5]trioxocin-8-yl)pyrimidine-2,4(1H,3H)-dione